dilinoleyl-glutamic acid C(CCCCCCC\C=C/C\C=C/CCCCC)N([C@@H](CCC(=O)O)C(=O)O)CCCCCCCC\C=C/C\C=C/CCCCC